2-methylene-4-oxo-4-(3-(5-(trifluoromethyl)pyridin-2-yl)oxetan-3-yloxy)butanoic acid C=C(C(=O)O)CC(OC1(COC1)C1=NC=C(C=C1)C(F)(F)F)=O